N-(3-chloro-1H-indol-7-yl)-1-[(3-methyloxetan-3-yl)methyl]pyrazole-4-sulfonamide ClC1=CNC2=C(C=CC=C12)NS(=O)(=O)C=1C=NN(C1)CC1(COC1)C